C(C1=CC=CC=C1)N1CCC(CC1)CCN1C(NC(C(=C1C)C(=O)OCC)C1=CC=C(C=C1)OCCCCCN1CCCC1)=O Ethyl 1-(2-(1-benzylpiperidin-4-yl)ethyl)-6-methyl-2-oxo-4-(4-((5-(pyrrolidin-1-yl)pentyl)oxy)phenyl)-1,2,3,4-tetrahydropyrimidine-5-carboxylate